1,3-diphenyl-2-(4-(vinylsulfonyl)phenoxy)-1H-imidazol-3-ium chloride [Cl-].C1(=CC=CC=C1)N1C(=[N+](C=C1)C1=CC=CC=C1)OC1=CC=C(C=C1)S(=O)(=O)C=C